COC1=NC=C(C=C1NS(=O)(=O)C1=C(N=C(S1)C)C)C=1C=C2C(=NC=NC2=CC1)C1CCN(CC1)C(\C=C\C(C)=O)=O (E)-N-(2-methoxy-5-(4-(1-(4-oxopent-2-enoyl)piperidin-4-yl)quinazolin-6-yl)pyridin-3-yl)-2,4-dimethylthiazole-5-sulfonamide